N-acetyl-glucosamine 1-phosphate P(=O)(O)(O)OC1[C@H](NC(C)=O)[C@@H](O)[C@H](O)[C@H](O1)CO